Cl.COC=1C=C2CCN[C@H](C2=CC1OC)C1=C(SC=C1)C (R)-6,7-dimethoxy-1-(2-methylthiophene-3-yl)-1,2,3,4-tetrahydroisoquinoline hydrochloride